(ethoxymethylene)bis(3-bromopyridine) ruthenium (II) [Ru+2].C(C)OC(C1=NC=CC=C1Br)C1=NC=CC=C1Br